C(CCCC)[C@@H]1CC[C@H](CC1)C1=CC=C(C=C1)/C(=C/C(=O)O)/C (E)-3-(4-(trans-4-pentylcyclohexyl)phenyl)but-2-enoic acid